O=S1(CCC(CC1)CCN(C(=O)C1=CC(=NN1)C(F)(F)F)CC=1C(=CC=C2C=NNC12)F)=O N-(2-(1,1-dioxidotetrahydro-2H-thiopyran-4-yl)ethyl)-N-((6-fluoro-1H-indazol-7-yl)methyl)-3-(trifluoromethyl)-1H-pyrazole-5-carboxamide